2-(5-methane-sulfonyl-2-{[3-(4-{[(1S,4S)-4-(morpholin-4-yl)cyclohexyl]amino}-1-(2,2,2-trifluoro-ethyl)-1H-indol-2-yl)prop-2-yn-1-yl]amino}phenoxy)acetonitrile CS(=O)(=O)C=1C=CC(=C(OCC#N)C1)NCC#CC=1N(C2=CC=CC(=C2C1)NC1CCC(CC1)N1CCOCC1)CC(F)(F)F